C(C)OC(=O)C=1N(C(=C(N1)C)N(C(=O)OC(C)(C)C)C(=O)OC(C)(C)C)C Ethyl-5-(bis(tert-butoxycarbonyl) amino)-4-methyl-1-methyl-1H-imidazole-2-carboxylate